C1(=CC=CC=C1)C1(CCC(CC1)O)C1=CC=CC=C1 4,4-diphenylcyclohexan-1-ol